(cyclopropylamino)-8-(4-(difluoromethoxy)phenyl)-6-(2-(2-hydroxypropyl)-2H-indazol-5-yl)pteridin-7(8H)-one C1(CC1)NC1=NC=2N(C(C(=NC2C=N1)C1=CC2=CN(N=C2C=C1)CC(C)O)=O)C1=CC=C(C=C1)OC(F)F